[Si]1(CCCC1)(C=1C=C(N(C)C)C=CC1Br)C=1C=C(N(C)C)C=CC1Br 3,3'-(Silolane-1,1-diyl)bis(4-bromo-N,N-dimethylaniline)